C1(=CC=CC=C1)NCC(CC1=CC=CC=C1)C1=CC=CC=C1 N,2,3-triphenylpropylamine